2-(((2-(4-Amino-3-hydroxyphenyl)-4-morpholinothieno[3,2-d]pyrimidin-6-yl)methyl)(methyl)amino)-N-hydroxypyrimidine-5-carboxamide NC1=C(C=C(C=C1)C=1N=C(C2=C(N1)C=C(S2)CN(C2=NC=C(C=N2)C(=O)NO)C)N2CCOCC2)O